C(C)(C)(C)OC(=O)N1CC(C(=CC1)OS(=O)(=O)C(F)(F)F)(C)C 3,3-dimethyl-4-(trifluoromethylsulfonyloxy)-2,6-dihydropyridine-1-carboxylic acid tert-butyl ester